4-(5-((3-(2-(3-carboxypropanoyl)-6-methoxybenzo[b]thiophen-5-yl)propyl)amino)-6-methoxythieno[3,2-b]pyridin-2-yl)-4-oxobutanoic acid C(=O)(O)CCC(=O)C1=CC2=C(S1)C=C(C(=C2)CCCNC2=C(C=C1C(=N2)C=C(S1)C(CCC(=O)O)=O)OC)OC